1-(3-bromophenyl)-3-methylcyclobutane-1-carboxylic acid methyl ester COC(=O)C1(CC(C1)C)C1=CC(=CC=C1)Br